S1C(=NC2=C1C=CC=C2)NC2=C(C1=C(N=N2)N(CCC1)C=1SC(=C(N1)C(=O)O)CCCOC1=C(C=C(C=C1)C#CCNC)F)C 2-[3-(1,3-benzothiazol-2-ylamino)-4-methyl-6,7-dihydro-5H-pyrido[2,3-c]pyridazin-8-yl]-5-[3-[2-fluoro-4-[3-(methylamino)prop-1-ynyl]phenoxy]propyl]thiazole-4-carboxylic acid